lithium allyloxide C(C=C)OCC=C.[Li]